C12(CC3CC(CC(C1)C3)C2)C=2C=C(C=CC2OCOC)[Si](C)(C)CCC(C)(C)C (3-(1-adamantyl)-4-(methoxymethoxy)phenyl)(3,3-dimethylbutyl)dimethylsilane